Tert-butyl 4-[[4-[3-(2,6-dioxo-3-piperidyl)-5-fluoro-1-methyl-indazol-6-yl]-3,3-difluoro-1-piperidyl]methyl]piperidine-1-carboxylate O=C1NC(CCC1C1=NN(C2=CC(=C(C=C12)F)C1C(CN(CC1)CC1CCN(CC1)C(=O)OC(C)(C)C)(F)F)C)=O